S1N=CC2=NC=C(C=C21)O isothiazolo[4,5-b]pyridin-6-ol